O=C1NC(CCC1N1C(C=2C=C(C=C(C2C1)C#N)F)=O)=O 2-(2,6-dioxopiperidin-3-yl)-6-fluoro-1-oxoisoindoline-4-carbonitrile